methyl 6-formylpyrazolo[1,5-a]pyridine-3-carboxylate C(=O)C=1C=CC=2N(C1)N=CC2C(=O)OC